N-[(E)-[5-(3-fluoro-2-pyridinyl)-4-methyl-3-pyridinyl]methyleneamino]-4-methyl-benzenesulfonamide FC=1C(=NC=CC1)C=1C(=C(C=NC1)\C=N\NS(=O)(=O)C1=CC=C(C=C1)C)C